C(C)(C)(C)OC(N(C)CCN1C2=C(OCC1=O)C=C(C=C2)Br)=O tert-butyl(2-(7-bromo-3-oxo-2,3-dihydro-4H-benzo[b][1,4]oxazin-4-yl)ethyl)(methyl)carbamate